N1-(2-fluorophenyl)-N2-((S)-4-methyl-1-oxo-1-(((S)-1-oxo-3-((S)-2-oxopiperidin-3-yl)propan-2-yl)amino)pentan-2-yl)oxalamide FC1=C(C=CC=C1)NC(C(=O)N[C@H](C(N[C@H](C=O)C[C@H]1C(NCCC1)=O)=O)CC(C)C)=O